1-(2-(6-chlorobenzo[d]thiazol-2-yl)-4-hydroxypyrrolidin-1-yl)-2-(4-cyclopropyl-1H-1,2,3-triazol-1-yl)-3-methylbutan-1-one ClC1=CC2=C(N=C(S2)C2N(CC(C2)O)C(C(C(C)C)N2N=NC(=C2)C2CC2)=O)C=C1